C1(=CC=CC=C1)C(C1=CC=CC=C1)(C1=CC=CC=C1)C1=CC=CC=C1 diphenyldiphenylmethane